C1(=CC=CC=C1)S(=O)(=O)O.NC[C@]1([C@@H]2C=C(C[C@@H]2C1)CC)CC(=O)O 2-((1R,5S,6S)-6-(aminomethyl)-3-ethylbicyclo[3.2.0]hept-3-en-6-yl)acetic acid benzenesulfonate